5,7-dichloro-3a,4,6-triazaindene ClC1=NN2C=CC=C2C(=N1)Cl